COCC12C(CC(C=C1)C2)=O 1-methoxymethyl-5-norbornen-2-one